C[Si](N1CCN(CC1)CCC[Si](OCC)(OCC)OCC)(C)C 1-trimethylsilyl-4-(3-(triethoxysilyl)propyl)piperazine